1-Cyclohexyl-5-(4-fluorophenyl)-3,4-dimethyl-3-((benzylseleno)methyl)-1H-pyrrol-2(3H)-one C1(CCCCC1)N1C(C(C(=C1C1=CC=C(C=C1)F)C)(C[Se]CC1=CC=CC=C1)C)=O